P(OC1=C(C=C(C=C1C)C(C)(C)C)C(C)(C)C)(OCC)[O-] (2,4-di-tert-butyl-6-methylphenyl) ethyl phosphite